2-(5-ethyl-2-(6-methylpyridin-3-yl)-7-oxo-6-(piperazin-1-yl)-[1,2,4]triazolo[1,5-a]pyrimidin-4(7H)-yl)-N-(2-methyl-4-(trifluoromethyl)phenyl)acetamide C(C)C=1N(C=2N(C(C1N1CCNCC1)=O)N=C(N2)C=2C=NC(=CC2)C)CC(=O)NC2=C(C=C(C=C2)C(F)(F)F)C